C(C1=CC=CO1)=C([C@H](O)[C@@H](O)[C@H](O)[C@H](O)CO)O furfurylideneglucitol